C(C=CC)(=O)OC(C)(C)C tert-butyl butenoate